4-[[4-amino-6-(tert-butylamino)-5-cyano-2-pyridinyl]amino]benzamide NC1=CC(=NC(=C1C#N)NC(C)(C)C)NC1=CC=C(C(=O)N)C=C1